4-(4,6-dimethoxytriazine-2-yl)-4-methylmorpholinium chloride hydrate O.[Cl-].COC1=NN(NC(=C1)OC)[N+]1(CCOCC1)C